2-bromo-4-(4-(tert-butoxycarbonyl)piperazin-1-yl)benzoic acid BrC1=C(C(=O)O)C=CC(=C1)N1CCN(CC1)C(=O)OC(C)(C)C